2,6-Dimethylpyridine-3,5-diylbis(p-tolylmethanone) CC1=NC(=C(C=C1C(=O)C1=CC=C(C=C1)C)C(=O)C1=CC=C(C=C1)C)C